3-(4-bromophenyl)morpholine (R)-1-(2-chlorophenyl)ethyl-(4-(4-aminophenyl)-1-methyl-1H-1,2,3-triazol-5-yl)carbamate ClC1=C(C=CC=C1)[C@@H](C)N(C(O)=O)C1=C(N=NN1C)C1=CC=C(C=C1)N.BrC1=CC=C(C=C1)C1NCCOC1